((((2R,3S,4R,5R)-5-(5-chloro-7-(cyclobutylamino)-3H-[1,2,3]triazolo[4,5-b]pyridin-3-yl)-3,4-dihydroxytetrahydrofuran-2-yl)methoxy)methyl)phosphonic acid ClC1=CC(=C2C(=N1)N(N=N2)[C@H]2[C@@H]([C@@H]([C@H](O2)COCP(O)(O)=O)O)O)NC2CCC2